2-(2,6-Dichlorophenyl)-9-(1-(1-methylpiperidin-4-yl)-1H-pyrazol-4-yl)imidazo[2,1-f][1,6]naphthyridine-3-carboxamide ClC1=C(C(=CC=C1)Cl)C=1N=C2C=3C=C(C=NC3C=CN2C1C(=O)N)C=1C=NN(C1)C1CCN(CC1)C